C(C)(C)(C)OC(=O)N1CC=2N(C(=NC2C1)C1=NC=CC(=C1)Br)COCC[Si](C)(C)C 2-(4-bromopyridin-2-yl)-1-((2-(trimethylsilyl)ethoxy)methyl)-4,6-dihydropyrrolo[3,4-d]imidazole-5(1H)-carboxylic acid tert-butyl ester